2,2'-((6-(hydroxyamino)-6-oxohexyl)azanediyl)bis(N-(2,3-dihydro-1H-inden-1-yl)acetamide) ONC(CCCCCN(CC(=O)NC1CCC2=CC=CC=C12)CC(=O)NC1CCC2=CC=CC=C12)=O